CC(=O)N(C)[C@H]1CCNC1.Cl N-methyl-N-[(3S)-pyrrolidin-3-yl]acetamide hydrochloride